C(C)(=O)OC1(CC(C1)O[Si](C)(C)C(C)(C)C)C1=CC=2C(=NC(=CC2)Cl)S1 3-((tert-butyldimethylsilyl)oxy)-1-(6-chlorothieno[2,3-b]pyridin-2-yl)cyclobutyl acetate